CC=1C=C(N)C=CC1OC1=CC=2N(C=C1)N=CN2 3-methyl-4-(([1,2,4]triazolo[1,5-a]pyridin-7-yl)oxy)aniline